2-chloro-N-(8-cyano-8-azabicyclo[3.2.1]octan-2-yl)-4-(4-methyl-1H-pyrazol-1-yl)benzamide ClC1=C(C(=O)NC2C3CCC(CC2)N3C#N)C=CC(=C1)N1N=CC(=C1)C